1-(2-methoxyethyl)homopiperazine COCCN1CCNCCC1